C(C)C=1C(NC=2C=C(C=NC2C1)CN1CCN(C(CC1)=O)C=1C=CC(=NC1)C(=O)NC)=O 5-(4-((7-ethyl-6-oxo-5,6-dihydro-1,5-naphthyridin-3-yl)methyl)-7-oxo-1,4-diazepan-1-yl)-N-methylpicolinamide